BrC1=C(SC=C1)C(C)OCC(=O)O 2-(1-(3-bromothiophen-2-yl)ethoxy)acetic acid